O=C1NC(CCC1N1C(C2=CC=C(C=C2C1=O)CN1CCCCC1)=O)=O 1-((2-(2,6-dioxopiperidin-3-yl)-1,3-dioxoisoindoline-5-yl)methyl)piperidine